C1(=CCCCC1)C1=CC(=C2C=CC=NC2=C1)C1(CC1)NC(C1=C(C=CC(=C1)OCC1N(CC1)C)C)=O N-(1-(7-(Cyclohex-1-en-1-yl)quinolin-5-yl)cyclopropyl)-2-methyl-5-((1-methylazetidin-2-yl)methoxy)benzamide